BrC=1C=C2CC(C(C2=CC1)=O)C(=O)OC methyl 5-bromo-1-oxo-2,3-dihydro-1H-indene-2-carboxylate